6-tert-butyl-5-(3,4-dichlorophenyl)-4-(4-nitro-2-(trifluoromethoxy)phenoxy)thieno[2,3-d]pyrimidine C(C)(C)(C)C1=C(C2=C(N=CN=C2OC2=C(C=C(C=C2)[N+](=O)[O-])OC(F)(F)F)S1)C1=CC(=C(C=C1)Cl)Cl